FC(C1=NN=C(O1)C=1C=CC(=NC1)CN1C(OC(=N1)C1=C(C(=CC=C1)C1CCNCC1)F)=S)F 3-[[5-[5-(difluoromethyl)-1,3,4-oxadiazol-2-yl]-2-pyridinyl]methyl]-5-[2-fluoro-3-(4-piperidinyl)phenyl]-1,3,4-oxadiazol-2-thione